C(C)N1CCC(CC1)N(C(=O)C=1N=C(SC1)C=1C=NN(C1)C1=CC=CC=C1)C(C)C N-(1-ethylpiperidin-4-yl)-2-(1-phenyl-1H-pyrazol-4-yl)-N-(propan-2-yl)-1,3-thiazole-4-carboxamide